2-[5-fluoro-2-methyl-4-(2,2,2-trifluoro-1,1-dimethyl-ethyl)phenyl]-4,4,5,5-tetramethyl-1,3,2-dioxaborolane FC=1C(=CC(=C(C1)B1OC(C(O1)(C)C)(C)C)C)C(C(F)(F)F)(C)C